o-chloro-p-toluidine-m-sulfonic acid ClC1=C(N)C=CC(=C1S(=O)(=O)O)C